N,N'-bis-(2,6-diisopropylphenyl)butane-2,3-diimine C(C)(C)C1=C(C(=CC=C1)C(C)C)N=C(C)C(C)=NC1=C(C=CC=C1C(C)C)C(C)C